9-[3-(triphenylsilyl)phenyl]-9H-carbazole-1,2,3,4,5,6,7,8-d8 rac-tert-butyl-((1s,3s)-3-aminocyclobutyl)carbamate C(C)(C)(C)N(C(O)=O)C1CC(C1)N.C1(=CC=CC=C1)[Si](C=1C=C(C=CC1)N1C2=C(C(=C(C(=C2C=2C(=C(C(=C(C12)[2H])[2H])[2H])[2H])[2H])[2H])[2H])[2H])(C1=CC=CC=C1)C1=CC=CC=C1